CC/C=C\C/C=C\C/C=C\C/C=C\C/C=C\C/C=C\CCC(=O)O DOCOSAHEXAENOATE